O1CC(CC1)C=O Tetrahydrofuran-3-carboxaldehyd